ClC=1C=CC(=C(C1)CC(=O)NC1=CC(=NC=C1)NC(C(C)(C)C)=O)O N-[4-[[2-(5-chloro-2-hydroxy-phenyl)acetyl]amino]-2-pyridinyl]-2,2-dimethyl-propionamide